OC1=C(C=C(C=C1)C1=CC=C(O1)C(=O)NC1=CC=CC=C1)OC 5-(4-hydroxy-3-methoxyphenyl)-N-phenylfuran-2-carboxamide